(S)-4-(((3-chloro-2-hydroxypropyl)amino)phenyl)morpholin-3-one ClC[C@H](CNC1=C(C=CC=C1)N1C(COCC1)=O)O